C(C)(C)(C)OC(=O)N1CC2(C1)CC(C2)CC2=NNC(=C2)C(F)(F)F 6-[[5-(trifluoromethyl)-1H-pyrazol-3-yl]methyl]-2-azaspiro[3.3]heptane-2-carboxylic acid tert-butyl ester